N'-acetyl-4-amino-N',1-dimethyl-N-(3,4,5-trifluorobenzyl)-1H-pyrazolo[4,3-c]quinoline-8-carbohydrazide C(C)(=O)N(N(C(=O)C1=CC=2C3=C(C(=NC2C=C1)N)C=NN3C)CC3=CC(=C(C(=C3)F)F)F)C